OC(C=O)C 2-hydroxy-1-propanone